amino-3-(4-chloro-2,5-difluoro-phenyl)-1-tetrahydropyran-4-yl-pyrazole-4-carbonitrile NC1=C(C(=NN1C1CCOCC1)C1=C(C=C(C(=C1)F)Cl)F)C#N